C(C)OC1=CC=C(C=C1)C(CCCCC)([Li])C1=CC(=CC=C1)C(CCCCC)(C1=CC=C(C=C1)OCC)[Li] 1,3-bis(1-(4-ethoxyphenyl)1-lithiohexyl)benzene